OCCCCCOC1=CC=C(C(=O)O)C=C1 4-(5-hydroxypentyloxy)benzoic acid